4-[[(2S,3S,4S,5S)-3-(5-Deuterio-3,4-difluoro-2-methoxyphenyl)-4,5-dimethyl-5-(trifluoromethyl)tetrahydrofuran-2-carbonyl]amino]pyridin-2-carboxamid [2H]C=1C(=C(C(=C(C1)[C@H]1[C@H](O[C@@]([C@H]1C)(C(F)(F)F)C)C(=O)NC1=CC(=NC=C1)C(=O)N)OC)F)F